icosenedioic acid C(C=CCCCCCCCCCCCCCCCCC(=O)O)(=O)O